4-ethyl-furfural C(C)C=1C=C(C=O)OC1